N-{5-[4-(methylamino)quinolin-6-yl]pyridin-3-yl}prop-2-enamide CNC1=CC=NC2=CC=C(C=C12)C=1C=C(C=NC1)NC(C=C)=O